isopropyl (trans-4-(5-(2-(N-ethylsulfamoyl)-4-(oxazol-2-ylamino)phenyl)thiazol-2-yl)cyclohexyl)carbamate C(C)NS(=O)(=O)C1=C(C=CC(=C1)NC=1OC=CN1)C1=CN=C(S1)[C@@H]1CC[C@H](CC1)NC(OC(C)C)=O